methyl 4-amino-3-chloro-5-fluoro-6-(2-fluoro-2,3-dihydro-1H-inden-5-yl)picolinate NC1=C(C(=NC(=C1F)C=1C=C2CC(CC2=CC1)F)C(=O)OC)Cl